(S)-1-(1-((5-(4-((1,2,3,6-tetrahydropyridin-4-yl)ethynyl)phenyl)isoxazol-3-yl)methyl)-1H-imidazole-2-yl)ethan-1-ol N1CCC(=CC1)C#CC1=CC=C(C=C1)C1=CC(=NO1)CN1C(=NC=C1)[C@H](C)O